C(C)(C)C1=C(NC2=CC=C(C=C12)C1CCNCC1)C=1N=C(C(N(C1)C)=O)C 5-(3-isopropyl-5-(piperidin-4-yl)-1H-indol-2-yl)-1,3-dimethylpyrazin-2(1H)-one